CN1N=CC=2C=3C(N(C=C(C(NC4=NC5=CC=CC=C5N4CCN(CCOC12)C1COC1)=O)C3)C)=O 5,26-Dimethyl-10-(oxetan-3-yl)-7-oxa-4,5,10,13,20,22,26-heptaazapentacyclo[22.3.1.0^{2,6}.0^{13,21}.0^{14,19}]octacosa-1(28),2(6),3,14,16,18,20,24-octaene-23,27-dione